(R/S)-methoxyphenylacetic acid CO[C@@H](C(=O)O)C1=CC=CC=C1 |r|